CC=1N(C(=CC1)C)C1=NC=2C(=NC=CC2CC2CN(CCO2)C(=O)OC(C)(C)C)N1C tert-butyl 2-((2-(2,5-dimethyl-1H-pyrrol-1-yl)-3-methyl-3H-imidazo[4,5-b]pyridin-7-yl)methyl)morpholine-4-carboxylate